methyl 3-bromo-5-fluoro-2-(2-methoxy-2-oxoethyl)benzoate BrC=1C(=C(C(=O)OC)C=C(C1)F)CC(=O)OC